1-[2-(4-fluorophenyl)acetyl]azetidine-3-carboxamide (2S,5R)-tert-butyl-2-((4-(5-aminopyrazin-2-yl)-1H-pyrazol-1-yl)methyl)-5-methylmorpholine-4-carboxylate C(C)(C)(C)OC(=O)N1C[C@H](OC[C@H]1C)CN1N=CC(=C1)C1=NC=C(N=C1)N.FC1=CC=C(C=C1)CC(=O)N1CC(C1)C(=O)N